C(C)(C)(C)OC(=O)NCCS(=O)(=O)NCCCN(C(OCC1C2=CC=CC=C2C=2C=CC=CC12)=O)CC1=CC(=C(C=C1)C1=CC=CC=C1)Cl 9H-fluoren-9-ylmethyl N-[3-[2-(tert-butoxycarbonylamino)ethylsulfonylamino]propyl]-N-[(3-chloro-4-phenyl-phenyl)methyl]carbamate